NC1CC2N(C=3N(C(N=C(C3)OCC3=CC(=C(C(=C3)F)OC3=CC(=NC=C3)C(F)(F)F)F)=O)C2)C1 7-amino-3-((3,5-difluoro-4-((2-(trifluoromethyl)pyridin-4-yl)oxy)benzyl)oxy)-7,8,8a,9-tetrahydropyrrolo[1',2':3,4]imidazo[1,2-c]pyrimidin-1(6H)-one